C(C)(C)(C)OC(=O)N1C[C@H](N(CC1)C1=C(C=NN1C1COC1)N)C.C(C1CO1)OCCC[Si](OC)(OC)OC (3-glycidyloxypropyl)-trimethoxysilane tert-Butyl-(R)-4-(4-amino-1-(oxetan-3-yl)-1H-pyrazol-5-yl)-3-methylpiperazine-1-carboxylate